ClC1=CC=C(C=N1)C=CC(=O)N 3-(6-chloropyridin-3-yl)acrylamide